N-(3-(diethylamino)propyl)-2-(2-fluoro-4-formyl-phenyl)benzo[d]imidazo[2,1-b]thiazole-7-carboxamide C(C)N(CCCNC(=O)C1=CC2=C(N3C(S2)=NC(=C3)C3=C(C=C(C=C3)C=O)F)C=C1)CC